C(C)(C)(C)[Si](OCCC/C=C/CO)(C)C (E)-6-(tert-butyl-dimethyl-silyloxy)hex-2-en-1-ol